FC(C1=CC=C(C=C1)C=1C=CC2=C(C3N(CCC2C3)C(=O)C3CCN(CC3)C(=O)OC(C)(C)C)C1)(F)F (±)-tert-Butyl 4-(8-(4-(trifluoromethyl)phenyl)-2,3,4,5-tetrahydro-1H-1,5-methanobenzo[c]azepine-2-carbonyl)piperidine-1-carboxylate